9-methyl-3-oxa-9-azabicyclo[3.3.1]nonan-7-amine dihydrochloride Cl.Cl.CN1C2COCC1CC(C2)N